C1CNC(=O)[C@@H]1C[C@@H](C=O)NC(=O)[C@H](CC2=CC(=CC=C2)F)NC(=O)C3=CC4=CC=CC=C4N3 The molecule is a secondary carboxamide resulting from the formal condensation of the carboxy group of 1H-indole-2-carboxylic acid with the primary amino group of 3-fluoro-N-{(2S)-1-oxo-3-[(3S)-2-oxopyrrolidin-3-yl]propan-2-yl}-L-phenylalaninamide. It is an inhibitor of SARS coronavirus main proteinase and inhibits SARS-CoV-2 replication in cell culture (EC50 = 0.72 muM). It has a role as an EC 3.4.22.69 (SARS coronavirus main proteinase) inhibitor and an anticoronaviral agent. It is a secondary carboxamide, a member of pyrrolidin-2-ones, an oligopeptide, an indolecarboxamide, an aldehyde and a member of monofluorobenzenes.